OCCN1C(C2=CC=C(C=C2CC1(C(F)(F)F)NC1=CC=CC=C1)[N+](=O)[O-])=O 2-(2-Hydroxyethyl)-6-nitro-3-(phenylamino)-3-(trifluoromethyl)-3,4-dihydroisoquinolin-1(2H)-one